C1(=CC=C(C=C1)S(=O)(=O)OCCCCCOC1CCN(CC1)C(=O)OC(C)(C)C)C tert-butyl 4-[5-(p-tolylsulfonyloxy)pentoxy]piperidine-1-carboxylate